C(C)(C)(C)OC(=O)N1C[C@H](CC1)CC(C)N (3R)-3-(2-aminopropyl)pyrrolidine-1-carboxylic acid tert-butyl ester